4'-octyl-4-biphenylcarbonitrile C(CCCCCCC)C1=CC=C(C=C1)C1=CC=C(C=C1)C#N